COC(NC1=NC=C(C=C1)C1=CN=C2N1C=C(C=C2C)N(C)C(C2=CC(=C(C=C2)F)OCC)=O)=O.C(C(=O)C([2H])([2H])[2H])([2H])([2H])[2H] Acetone-d6 methyl-N-[5-[6-[(3-ethoxy-4-fluoro-benzoyl)-methyl-amino]-8-methyl-imidazo[1,2-a]pyridin-3-yl]-2-pyridyl]carbamate